(S)-1'-(6-chloropyrido[2,3-b]pyrazin-2-yl)-1,3-dihydrospiro[inden-2,4'-piperidin]-1-amine ClC=1C=CC=2C(=NC=C(N2)N2CCC3(CC2)[C@@H](C2=CC=CC=C2C3)N)N1